(3S)-3-[5-[4-[[1-[4-[(1R,2S)-6-hydroxy-2-indan-5-yl-tetralin-1-yl]phenyl]-4-piperidyl]methyl]piperazin-1-yl]-1-oxo-isoindolin-2-yl]piperidine-2,6-dione OC=1C=C2CC[C@@H]([C@@H](C2=CC1)C1=CC=C(C=C1)N1CCC(CC1)CN1CCN(CC1)C=1C=C2CN(C(C2=CC1)=O)[C@@H]1C(NC(CC1)=O)=O)C=1C=C2CCCC2=CC1